CC(CC1=NC(=NO1)C=1C=C(C(=O)O)C=CC1)(C)C 3-[5-(2,2-Dimethylpropyl)-1,2,4-oxadiazol-3-yl]benzoic acid